3-isobutyl-5-(3-phenyl-1-isopropylpyrazol-4-yl)-imidazo[4,5-b]pyridin-2-ylamine di-methanesulfonate CS(=O)(=O)O.CS(=O)(=O)O.C(C(C)C)N1C(=NC=2C1=NC(=CC2)C=2C(=NN(C2)C(C)C)C2=CC=CC=C2)N